FC=1C=2N(C=C(C1)C1CCN(CC1)C1CCN(CCC1)C(C)C)C=C(N2)C2=CC=C(C=C2)S(=O)(=O)C 8-fluoro-6-(1-(1-isopropylazepan-4-yl)piperidin-4-yl)-2-(4-(methylsulfonyl)phenyl)imidazo[1,2-a]pyridine